CC=1C(C=CC(C1)=O)=O 2-methyl-2,5-cyclohexadiene-1,4-dione